ClC=1C=C(C=2CC[C@H](C2C1)O)S(=O)(=O)NC=1C(=C(C(=CC1)F)C=1C=C2C=NC(=NC2=C(C1)OC)NC1CCN(CC1)C(=O)OC(C)(C)C)F tert-butyl 4-[(6-{3-[(1R)-6-chloro-1-hydroxy-2,3-dihydro-1H-indene-4-sulfonamido]-2,6-difluorophenyl}-8-methoxyquinazolin-2-yl)amino]piperidine-1-carboxylate